NC1=NC=2C=CC(=CC2C2=C1C(=NO2)C)C(=O)N(CC2=NC=C(C=C2)C(F)(F)F)[C@@H](COC)C 4-amino-N-((2R)-1-methoxy-2-propanyl)-3-methyl-N-((5-(trifluoromethyl)-2-pyridinyl)methyl)[1,2]oxazolo[4,5-c]quinoline-8-carboxamide